Ethyl 4-(5-methoxypicolinamido)-2-(methyl-d3)-3-oxobutanoate COC=1C=CC(=NC1)C(=O)NCC(C(C(=O)OCC)C([2H])([2H])[2H])=O